COC1=CC(=C(C=C1)C1=CN=C(N1)C1N(CCCC1)C(C(C)SC)=O)C 1-(2-(5-(4-methoxy-2-methylphenyl)-1H-imidazol-2-yl)piperidin-1-yl)-2-(methylthio)propan-1-one